ClC1=C(C=C(C=C1)C#N)N1C=CC(C2=CC(=C(C=C12)C(F)(F)F)C#N)=O (2-chloro-5-cyanophenyl)-4-oxo-7-(trifluoromethyl)-1,4-dihydroquinolin-6-Carbonitrile